BrN1C=C(C=2C1=NC=CC2Cl)C2CC2 bromo-4-chloro-3-cyclopropyl-1H-pyrrolo[2,3-b]pyridine